(E)-undec-2-en-5-yn-1-yl acetate (E)-6-Phenylhex-2-en-5-yn-1-yl-acetate C1(=CC=CC=C1)C#CC/C=C/CCC(=O)O.C(C)(=O)OC\C=C\CC#CCCCCC